2-(2-chloro-4-phenoxyphenyl)-4-[(4-methoxyphenyl)methyl]-7-oxo-4,5,6,7-tetrahydro-2H-pyrazolo[4,3-b]pyridine-3-carboxamide ClC1=C(C=CC(=C1)OC1=CC=CC=C1)N1N=C2C(N(CCC2=O)CC2=CC=C(C=C2)OC)=C1C(=O)N